Cl.FC1=CC=C2C[C@H](NCC2=C1)C(=O)O (S)-7-fluoro-1,2,3,4-tetrahydroisoquinoline-3-carboxylic acid HCl